C(CCCC(=O)O)(=O)O.O[C@H]1C[C@H]2CC[C@H]3[C@@H]4CC[C@H](C(C)=O)[C@]4(CC[C@@H]3[C@]2(CC1)C)C.O[C@H]1C[C@H]2CC[C@H]3[C@@H]4CC[C@H](C(C)=O)[C@]4(CC[C@@H]3[C@]2(CC1)C)C 3α-hydroxy-5β-pregnan-20-one hemiglutarate